C(CC)(=O)ONC(=O)OCC1=C(C=CC=C1F)F ((((2,6-difluorobenzyl) oxy) carbonyl) amino) propanoate